BrC1=C(C=CC(=N1)C(=O)NC)N1CCN(CC1)CC1=CC=C2C(N(C(NC2=C1)=O)CC)=O 6-bromo-5-(4-((3-ethyl-2,4-dioxo-1,2,3,4-tetrahydroquinazolin-7-yl)methyl)piperazin-1-yl)-N-methylpicolinamide